CC1=C(C=C(C=C1)[C@H](C(=O)O)C)CCN[C@@H]([C@H]1CNC2=CC=CN=C2C1)C1=CC=CC=C1 |o1:7| (R or S)-2-(4-methyl-3-(2-(((S)-phenyl((R)-1,2,3,4-tetrahydro-1,5-naphthyridin-3-yl)methyl)amino)ethyl)phenyl)propanoic acid